2,4-dichloro-1,8-naphthyridine ClC1=NC2=NC=CC=C2C(=C1)Cl